NC(C([C@H](CCC(C)(F)F)NC(=O)[C@@H]1CC2(CC2)CCN1C([C@H](C(C)(C)C)NC(OC)=O)=O)O)=O Methyl ((2S)-1-((5S)-5-(((3S)-1-amino-6,6-difluoro-2-hydroxy-1-oxoheptan-3-yl)carbamoyl)-6-azaspiro[2.5]octan-6-yl)-3,3-dimethyl-1-oxobutan-2-yl)carbamate